cystathionine methyl-4-(4-(4-((tert-butoxycarbonyl)amino)-1-methyl-1H-pyrrol-2-carboxamido)phenyl)-1-methyl-1H-pyrrol-2-carboxylate CC1=C(N(C=C1C1=CC=C(C=C1)NC(=O)C=1N(C=C(C1)NC(=O)OC(C)(C)C)C)C)C(=O)O.N[C@@H](CCSC[C@@H](C(=O)O)N)C(=O)O